5-Bromo-N-(2-hydroxy-6-methyl-phenyl)-2-methyl-benzenesulfonamide BrC=1C=CC(=C(C1)S(=O)(=O)NC1=C(C=CC=C1C)O)C